CC1=C(C=2N(C=C1C=1NC3=CC=C(C=C3C1C(C)C)C1OCCN(C1)C(CN(C)C)=O)N=CN2)C 1-(2-(2-(7,8-dimethyl-[1,2,4]triazolo[1,5-a]pyridin-6-yl)-3-isopropyl-1H-indol-5-yl)morpholino)-2-(dimethylamino)ethan-1-one